COC1=CC=C(CN2C(C3=NC=CC=C3C2=O)(C)C)C=C1 6-(4-methoxybenzyl)-7,7-dimethyl-5-oxo-6,7-dihydro-5H-pyrrolo[3,4-b]pyridine